[13C10,15N2]-thymidine [13C@@H]1([13CH2][13C@H](O)[13C@@H]([13CH2]O)O1)[15N]1[13C](=O)[15NH][13C](=O)[13C]([13CH3])=[13CH]1